B(O)(O)O.N1=C(C=CC=C1)C picoline-borate